BrCCCCCCO[Si](OC1OCCCCCCCCCCCCCC1)(C)C ((6-bromohexyl)oxy)dimethyl-((oxacyclohexadec-2-yl)oxy)silane